cis-5-chloro-N-({4-methyl-2-[6-methyl-3-(2H-1,2,3-triazol-2-yl)pyridine-2-carbonyl]-2-azabicyclo[3.1.1]hept-3-yl}methyl)pyridin-2-amine ClC=1C=CC(=NC1)NCC1N(C2CC(C1C)C2)C(=O)C2=NC(=CC=C2N2N=CC=N2)C